C1(CCCCC1)NC([C@H](NC1=NC=2C=CC=CC2C=2N1N=C(N2)C2=CC=C(C=C2)OC)C)=O N-cyclohexyl-N2-[2-(4-methoxyphenyl)[1,2,4]triazolo[1,5-c]quinazolin-5-yl]-D-alaninamide